BrCC(=O)NCC1=C(C=CC=C1)CC 2-bromo-N-(2-ethylbenzyl)acetamide